N1-(2,4-dimethoxybenzyl)-2-(4-fluorophenyl)-N-methylethane-1,2-diamine COC1=C(CN(CC(N)C2=CC=C(C=C2)F)C)C=CC(=C1)OC